OC=1C=CC=C2C=CC(=NC12)CO 8-hydroxyquinolinemethanol